(2R,4S)-N-[7-fluoro-2-[[2-oxo-3-(3-oxo-4H-pyrazino[2,3-b][1,4]oxazin-6-yl)-1-oxa-3,8-diazaspiro[4.5]decan-8-yl]methyl]indan-5-yl]-4-hydroxy-pyrrolidine-2-carboxamide FC=1C=C(C=C2CC(CC12)CN1CCC2(CN(C(O2)=O)C2=NC3=C(OCC(N3)=O)N=C2)CC1)NC(=O)[C@@H]1NC[C@H](C1)O